6-(2,4-dimethoxypyrimidin-5-yl)-8-isopropyl-2-(trifluoromethyl)imidazo[1,2-b]-pyridazine COC1=NC=C(C(=N1)OC)C=1C=C(C=2N(N1)C=C(N2)C(F)(F)F)C(C)C